ethyl (4-(7-(3-(2,3-dihydrobenzo[b][1,4]dioxin-6-yl)-2-methylphenyl)imidazo[1,2-a]pyridin-3-yl)benzoyl)glycinate O1C2=C(OCC1)C=C(C=C2)C=2C(=C(C=CC2)C2=CC=1N(C=C2)C(=CN1)C1=CC=C(C(=O)NCC(=O)OCC)C=C1)C